xanthosine 5-phosphate C1=NC2=C(N1[C@H]3[C@@H]([C@@H]([C@H](O3)COP(=O)([O-])[O-])O)O)NC(=O)NC2=O